FC=1C=C(OCC(=O)N2CC3C(C2C(=O)OC)CCC3)C=C(C1)F trans-methyl 2-[2-(3,5-difluorophenoxy)acetyl]-3,3a,4,5,6,6a-hexahydro-1H-cyclopenta[c]pyrrole-3-carboxylate